C(C)(C)(C)OC(=O)N1CC2=CC=CC(=C2CC1)N1N=CC(=C1C(F)(F)F)C(=O)OCC 5-(4-(ethoxycarbonyl)-5-(trifluoromethyl)-1H-pyrazol-1-yl)-3,4-dihydroisoquinoline-2(1H)-carboxylic acid tert-butyl ester